6-cyclopropyl-N-(1,1-dioxo-2,3-dihydro-1λ6-benzothiophen-7-yl)pyridine-3-carboxamide C1(CC1)C1=CC=C(C=N1)C(=O)NC1=CC=CC=2CCS(C21)(=O)=O